O(S(=O)(=O)C(F)(F)F)C1=NC(=NC=2C[C@@]3(CCC12)C=C(C1=C(C=CC=C13)Cl)C)SC (S)-4-chloro-3-methyl-2'-(methylthio)-5',8'-dihydro-6'H-spiro[indene-1,7'-quinazoline]-4'-yl triflate